FC=1C=C(C=NC1)O 5-fluoropyridin-3-ol